ClC1=C2C=C(C=NC2=C(C(=N1)Cl)F)C 5,7-dichloro-8-fluoro-3-methyl-1,6-naphthyridine